C(\C=C\C)(=O)O (2E)-but-2-eneoic acid